ClC1=C(C=CC(=C1)N1C=CC2=CC=CC=C12)C1=C(C(=O)N)C=CC=C1 (2-chloro-4-(1H-indol-1-yl)phenyl)benzamide